O(C1=CC=CC=C1)CCCC(=O)NC1=CC2=NC3=C(C=CC=C3C2=CC=C1)NC 7-(phenoxybutanoyl)amino-4-(methyl)aminocyclohepta[7,6-b]indole